FC=1C=C(C=CC1S(=O)(=O)C)NC1=NC=C(C(=N1)N[C@H](CO)C1=CC=CC=C1)C(=O)N 2-{[3-fluoro-4-(methylsulfonyl)phenyl]amino}-4-{[(1S)-2-hydroxy-1-phenylethyl]amino}pyrimidine-5-carboxamide